ClC(CCCCCCCC1=NSCC1)Cl Dichlorooctylisothiazolin